3-(1-methyl-1H-pyrazol-4-yl)-N-(4-(6-oxo-6-(piperidin-1-yl)hexyl)-1-phenyl-1H-imidazol-2-yl)benzamide CN1N=CC(=C1)C=1C=C(C(=O)NC=2N(C=C(N2)CCCCCC(N2CCCCC2)=O)C2=CC=CC=C2)C=CC1